tert-butyl ((2R,3R)-5-(((R)-tert-butylsulfinyl)amino)-6,6,6-trifluoro-3-(hydroxymethyl)hexan-2-yl)carbamate C(C)(C)(C)[S@@](=O)NC(C[C@H]([C@@H](C)NC(OC(C)(C)C)=O)CO)C(F)(F)F